COC=1C(=C(C=CC1)C1=C(C=CC=C1OC)OC)OC Dimethoxy-2',6'-dimethoxy-1,1'-biphenyl